2-(2-amino-3,5-difluorophenoxy)-5-fluoropyrimidin NC1=C(OC2=NC=C(C=N2)F)C=C(C=C1F)F